2-(4-tert-butylphenyl)-4,6-dichloro-pyrimidine-5-carboxylic acid C(C)(C)(C)C1=CC=C(C=C1)C1=NC(=C(C(=N1)Cl)C(=O)O)Cl